COC=1C=C(C=CC1)SC=1N=C2C(=NC1)NC(=N2)N2CCC(CC2)(N)C 1-(5-((3-methoxyphenyl)thio)-1H-imidazo[4,5-b]pyrazin-2-yl)-4-methylpiperidin-4-amine